OB1OC2=C(C=C1)C=C(C=C2C(F)(F)F)NC2=NC=C(C(=N2)N[C@@H]2COCC[C@H]2C#N)C (trans)-3-[[2-[[2-hydroxy-8-(trifluoromethyl)-1,2-benzoxaborinin-6-yl]amino]-5-methyl-pyrimidin-4-yl]amino]tetrahydropyran-4-carbonitrile